(dioxo)tungsten-dihydrate O.O.O=[W]=O